ClC=1C=C(C=CC1)C1=NOC(=C1)NC(CCC(=O)N1C=2N(CCC1)N=C(C2)C)=O N-(3-(3-chlorophenyl)isoxazol-5-yl)-4-(2-methyl-6,7-dihydropyrazolo[1,5-a]pyrimidin-4(5H)-yl)-4-oxobutanamide